C(C)N1N=CC(=C1)CN1C(N(C2=C1C=CC(=C2)C(=O)N)C(C)C)=O ((1-ethyl-1H-pyrazol-4-yl)methyl)-3-isopropyl-2-oxo-2,3-dihydro-1H-benzo[d]imidazole-5-carboxamide